C1(=CC=CC=C1)[O-].C1(=CC=CC=C1)[O-].C1(=CC=CC=C1)[O-].[Ca+2] calcium triphenolate